C(C1=CC=CC=C1)N1C(C(=C(C1=O)C1=CC=C(C=C1)OC)C1=CC=C(C=C1)OC)=O 1-benzyl-3,4-bis(4-methoxyphenyl)-1H-pyrrole-2,5-dione